2-(2-(2-((2-(2,6-dioxopiperidin-3-yl)-1,3-dioxoisoindolin-4-yl)amino)ethoxy)ethoxy)acetaldehyde O=C1NC(CCC1N1C(C2=CC=CC(=C2C1=O)NCCOCCOCC=O)=O)=O